ClC1=C(C=CC(=C1)F)S(=O)(=O)N1CC2(C1)CNC2 2-((2-Chloro-4-fluorophenyl)sulfonyl)-2,6-diazaspiro[3.3]heptane